C(C)OC(C/C(=C/C(OCC)OCC)/C(F)(F)F)=O Z-5,5-diethoxy-3-trifluoromethyl-pent-3-enoic acid ethyl ester